BrC=1C=NC(=NC1)OC(F)F 5-bromo-2-(difluoromethoxy)-pyrimidine